1-[2-[[1-(4-chlorophenyl)pyrazol-3-yl]oxymethyl]-3-methyl-phenyl]-4-methyl-tetrazol ClC1=CC=C(C=C1)N1N=C(C=C1)OCC1=C(C=CC=C1C)N1N=NN(C1)C